FC=1C(=NC(=NC1)NC=1C(=NN(C1)C)OC)C1=CNC2=C(C=CC=C12)[N+](=O)[O-] 5-fluoro-N-(3-methoxy-1-methyl-1H-pyrazol-4-yl)-4-(7-nitro-1H-indol-3-yl)pyrimidin-2-amine